(+-)-cis-N-[8-amino-6-(5-fluoro-4-methyl-3-pyridinyl)-3-isoquinolinyl]-2-fluoro-cyclopropanecarboxamide NC=1C=C(C=C2C=C(N=CC12)NC(=O)[C@H]1[C@H](C1)F)C=1C=NC=C(C1C)F |r|